BrC1=CC=CC=2C=3N(C(=NC12)N[C@H](C)C(=O)NCCN1CCOCC1)N=C(N3)C=3C=NN(C3)C N2-[7-bromo-2-(1-methyl-1H-pyrazol-4-yl)[1,2,4]triazolo[1,5-c]quinazolin-5-yl]-N-[2-(morpholin-4-yl)ethyl]-D-alaninamide